C1(CC1)C(=O)C1=C(SC=C1)C(=O)O 3-(cyclopropanecarbonyl)thiophene-2-carboxylic acid